(S)-N-((R)-1-(2,4-dichlorophenyl)ethyl)-5-fluoro-8-oxo-5,6,7,8-tetrahydro-quinoline-5-carboxamide ClC1=C(C=CC(=C1)Cl)[C@@H](C)NC(=O)[C@]1(C=2C=CC=NC2C(CC1)=O)F